trans-4-amino-1-[3-(3-cyanophenyl)-5-(4-fluoro-1H-1,3-benzodiazol-2-yl)pyridin-4-yl]pyrrolidine-3-carboxamide N[C@H]1[C@@H](CN(C1)C1=C(C=NC=C1C1=NC2=C(N1)C=CC=C2F)C2=CC(=CC=C2)C#N)C(=O)N